tert-butyl (3-(prop-1-en-2-yl)-4-(4-(trifluoromethyl)-1H-imidazol-2-yl)benzyl)carbamate C=C(C)C=1C=C(CNC(OC(C)(C)C)=O)C=CC1C=1NC=C(N1)C(F)(F)F